FC1=C(C=CC(=C1)F)C1=NC=CN1C1=CN=NC=C1 2-(2,4-difluorophenyl)-3-(pyridazin-4-yl)-3H-imidazole